ClC=1C=C2C(=NC=NC2=C(C1C1=CC(=CC2=CC=CC=C12)O)F)N1CCN(CC1)C(\C=C\CN(C)C)=O (E)-1-(4-(6-chloro-8-fluoro-7-(3-hydroxynaphthalen-1-yl)quinazolin-4-yl)piperazin-1-yl)-4-(dimethylamino)but-2-en-1-one